NC=1C=C2C(N(C=NC2=CC1F)C1=NC(=CC=C1)C1=NN=CN1C(C)C)=O 6-amino-7-fluoro-3-(6-(4-isopropyl-4H-1,2,4-triazol-3-yl)pyridin-2-yl)quinazolin-4(3H)-one